6-bromo-1-(4-fluorobenzyl)-4-hydroxy-2-oxo-N-(spiro[3.3]heptan-2-yl)-1,2-dihydro-1,8-naphthyridine-3-carboxamide BrC=1C=C2C(=C(C(N(C2=NC1)CC1=CC=C(C=C1)F)=O)C(=O)NC1CC2(C1)CCC2)O